4-oxo-2-phenyl-4H-chromene-7,8-diyl diacetate C(C)(=O)OC1=CC=C2C(C=C(OC2=C1OC(C)=O)C1=CC=CC=C1)=O